1-(1-Methylethyl)-3-(4,4,5,5-tetramethyl-1,3,2-dioxaborolan-2-yl)-1H-pyrazole CC(C)N1N=C(C=C1)B1OC(C(O1)(C)C)(C)C